ethyl 3-(1-(tert-butoxycarbonyl)azetidin-3-yl)-5-methyl-2,4-dioxo-1,2,3,4-tetrahydrothieno[2,3-d]pyrimidine-6-carboxylate C(C)(C)(C)OC(=O)N1CC(C1)N1C(NC2=C(C1=O)C(=C(S2)C(=O)OCC)C)=O